3-(5-bromo-3-ethylsulfamyl-2-pyridyl)-8-(2,2,3,3,3-pentafluoropropoxy)imidazo[1,5-a]pyridine BrC=1C=C(C(=NC1)C1=NC=C2N1C=CC=C2OCC(C(F)(F)F)(F)F)S(NCC)(=O)=O